4-(3-Bromo-9-ethyl-6,6-dimethyl-11-oxo-6,11-dihydro-5H-benzo[b]carbazol-8-yl)piperazine BrC1=CC=C2C=3C(C4=C(C(C3NC2=C1)(C)C)C=C(C(=C4)CC)N4CCNCC4)=O